6-bromo-8-ethoxy-2-(tetrahydro-2H-pyran-3-yl)imidazo[1,2-a]pyridine BrC=1C=C(C=2N(C1)C=C(N2)C2COCCC2)OCC